4-chloro-N-(5-chloro-4-((4-chlorophenyl)(cyano)methyl)-2-methylphenyl)benzamide ClC1=CC=C(C(=O)NC2=C(C=C(C(=C2)Cl)C(C#N)C2=CC=C(C=C2)Cl)C)C=C1